CN(P(N(C)C)(N(C)C)=NC[Si](C)(C)C)C N,N,N',N',N'',N''-hexamethyl-N'''-(trimethylsilylmethyl)phosphorimidic triamide